NC1=C2C(=NC=N1)N(N=C2C2=CC=C(C=C2)C)C(CNC(C2=CC=NC=C2)=O)(C)C N-(2-(4-amino-3-(p-tolyl)-1H-pyrazolo[3,4-d]pyrimidin-1-yl)-2-methylpropyl)isonicotinamide